OC1(C(C(=C(C(=O)O)C=C1)CCC1=CC=CC=C1)OC)O p-hydroxyphenethyl-vanillic acid